(S)-3-(1-(2-fluorophenyl)ethoxy)-N5-isopropyl-N2-methyl-1H-pyrrole-2,5-dicarboxamide FC1=C(C=CC=C1)[C@H](C)OC1=C(NC(=C1)C(=O)NC(C)C)C(=O)NC